4-{4-[(1H-benzimidazol-5-ylamino)(cyano)methyl]-2,3-difluorophenyl}thiophene-2-carboxylic acid methyl ester COC(=O)C=1SC=C(C1)C1=C(C(=C(C=C1)C(C#N)NC1=CC2=C(NC=N2)C=C1)F)F